COC(C(C)C1=C(C=CC=C1C)C)=O 2,6-dimethylphenyl-propionic acid methyl ester